O1C(OCC1)C1=CC2=C(C(N(C=C2C(F)(F)F)C2=CC(=CC=C2)C2(CC(C2)OC)C2=NN=CN2C)=O)N1 2-(1,3-dioxolan-2-yl)-6-[3-[3-methoxy-1-(4-methyl-1,2,4-triazol-3-yl)cyclobutyl]phenyl]-4-(trifluoromethyl)-1H-pyrrolo[2,3-c]pyridin-7-one